C(C)(=O)C1=CN(C2=CC=C(C=C12)C=1C=NC(=NC1)O[C@H]1[C@@H]2[C@H](OC1)[C@@H](CO2)O)CC(=O)N2[C@@H](C[C@H](C2)F)C(=O)NC2=NC(=CC=C2)Br (2S,4R)-1-(2-(3-acetyl-5-(2-((3R,3aR,6R,6aR)-6-hydroxyhexahydro-furo[3,2-b]furan-3-yloxy)pyrimidin-5-yl)-1H-indol-1-yl)acetyl)-N-(6-bromopyridin-2-yl)-4-fluoropyrrolidine-2-carboxamide